3-Fluoro-4-iodobromobenzene C1=CC(=C(C=C1Br)F)I